5-methyl-2-pentyl-3-(2-amino-2-oxoethyl)-1H-indole-6-carboxylic acid methyl ester COC(=O)C1=C(C=C2C(=C(NC2=C1)CCCCC)CC(=O)N)C